ClC[C@H](C(CCl)O)O |r| DL-1,4-dichloro-2,3-butanediol